Xylenyl diphenyl phosphate P(=O)(OC1(C(C=CC=C1)C)C)(OC1=CC=CC=C1)OC1=CC=CC=C1